methyl ethynyl-3-fluorobenzoate C(#C)C1=C(C(=O)OC)C=CC=C1F